1-(4-Chlorophenyl)-1,2,3,4-tetrahydroquinoxaline ClC1=CC=C(C=C1)N1CCNC2=CC=CC=C12